C1=C(C=CC=2C3=CC=CC=C3C3(C12)C1=CC=CC=C1C=1C=CC=CC13)C1=NC(=NC(=N1)C1=CC=3C2(C4=CC=CC=C4C3C=C1)C1=CC=CC=C1C=1C=CC=CC12)C1=CC=2C3(C4=CC=CC=C4C2C=C1)C1=CC=CC=C1C=1C=CC=CC13 2,4,6-tris(9,9-spirobifluoren-2-yl)-1,3,5-triazine